[C@H]12CN(C[C@H](CC1)N2)C2=NC(=NC1=C(C(=C(C=C21)Cl)C2=C1C=NNC1=CC=C2C)F)OCC21CCCN1CCC2 4-((1R,5S)-3,8-diazabicyclo[3.2.1]octan-3-yl)-6-chloro-8-fluoro-7-(5-methyl-1H-indazol-4-yl)-2-((tetrahydro-1H-pyrrolizin-7a(5H)-yl)methoxy)quinazoline